N(C1=CC=CC=C1)C1=CC=CC=C1CN anilinebenzylamine